CC(C=C)(CC\C=C(/CCC=C(C)C)\C)O (Z)-3,7,11-trimethyldodeca-1,6,10-trien-3-ol